FC1(OC(=C(O1)F)F)C(F)(F)F perfluoromethyl-dioxole